NC(CC(=O)O)CC(C)C (+)-3-amino-5-methylhexanoic acid